(3S)-3-({1-cyclopentyl-5-[2-(trifluoromethyl)phenyl]-1H-pyrazol-3-yl}formamido)-5-(3,3-difluoropiperidin-1-yl)-N-methyl-N-(1,3-thiazol-2-yl)pentanamide C1(CCCC1)N1N=C(C=C1C1=C(C=CC=C1)C(F)(F)F)C(=O)N[C@H](CC(=O)N(C=1SC=CN1)C)CCN1CC(CCC1)(F)F